F[C@@H]1[C@@H](C1)NC(=O)C1=NC=C(N=C1)N1[C@H](C2=C(CC1)NC=N2)C2=NN1C(C(=CC=C1)F)=C2 N-((1R,2S)-2-fluorocyclopropyl)-5-((R)-4-(4-fluoropyrazolo[1,5-a]pyridin-2-yl)-1,4,6,7-tetrahydro-5H-imidazo[4,5-c]pyridin-5-yl)pyrazine-2-carboxamide